C12N(C3CC(NC(C1)C3)C2)C2=NC(=NC3=C(C(=C(C=C23)Cl)C2=CC(=CC3=CC=CC=C23)O)F)N2CC(C2)N(C)C 4-((S or R)-4-(2,6-diazaadamantan-2-yl)-6-chloro-2-(3-(dimethylamino)azetidin-1-yl)-8-fluoroquinazolin-7-yl)naphthalen-2-ol